6-(6-ethoxypyridin-3-yl)-N-(4-fluoro-7-methoxybenzo[d]oxazol-2-yl)pyrazine-2-carboxamide C(C)OC1=CC=C(C=N1)C1=CN=CC(=N1)C(=O)NC=1OC2=C(N1)C(=CC=C2OC)F